FC=1C=C(C=CC1)C(CC(C=O)C)(CC=C(C)C)C 4-(3-fluorophenyl)-2,4,7-trimethyloct-6-enal